(4-(trifluoromethoxy)phenyl)acrylic acid FC(OC1=CC=C(C=C1)C(C(=O)O)=C)(F)F